5-amino-6-methyl-N-(3-(trifluoromethyl)phenyl)nicotinamide NC=1C(=NC=C(C(=O)NC2=CC(=CC=C2)C(F)(F)F)C1)C